[O-2].[O-2].[O-2].[Al+3].[Al+3] Aluminium trioxide